5-chloropyridazin-3-amine trifluoroacetic acid salt FC(C(=O)O)(F)F.ClC=1C=C(N=NC1)N